C(C)(C)(C)C1=CC2=C(C3=C(C4=CC=C(C=C4C(=C3C(=C2C=C1)C1=CC=C(C=C1)C(C)(C)C)C1=CC=CC=C1)C(C)(C)C)C1=CC=C(C=C1)C(C)(C)C)C1=CC=CC=C1 2,8-di-t-butyl-5,11-bis(4-t-butylphenyl)-6,12-diphenyltetracene